N1C=NC2=C1C=CC(=C2)C2=CC=CC(=N2)OC2=CC(=C(C=C2)O)F 4-{[6-(1H-1,3-benzodiazol-5-yl)pyridin-2-yl]oxy}-2-fluorophenol